COC1=CC=C(C=C1)C1(C=CC2=C(O1)C=1C=C(C(=CC1C1=C2C(C2=CC(=C(C=C21)OC)OC)(C)C)OC)OC)C2=CC=C(C=C2)OC 3,3-di(4-methoxyphenyl)-6,7,10,11-tetramethoxy-13,13-dimethyl-3H,13H-indeno[2',3':3,4]naphtho[1,2-b]pyran